methylglycyl-N-methylglycine benzyl ester C(C1=CC=CC=C1)OC(CN(C)C(CNC)=O)=O